C(C)OC=1C(=NC=CC1)OC=1C=C(C=NC1)C1=NC=C(C=N1)C(=O)N[C@@H]1CNCC[C@H]1F 2-{5-[(3-ethoxypyridin-2-yl)oxy]pyridin-3-yl}-N-[(3R,4R)-4-fluoropiperidin-3-yl]pyrimidine-5-carboxamide